C(C)[C@H]1CN(CCN1CC(C)C)CC1=CC=2N(C=C1)N=CC2N2C(NC(CC2)=O)=O (S)-1-(5-((3-ethyl-4-isobutylpiperazin-1-yl)methyl)pyrazolo[1,5-a]pyridin-3-yl)dihydropyrimidine-2,4(1H,3H)-dione